3,3',5,5'-tetrahydroxy-trans-stilbene OC=1C=C(C=C(C1)O)\C=C\C1=CC(=CC(=C1)O)O